[Na+].C(C)(=O)[O-].C=C ethylene acetate, sodium salt